CC=1C(=NC(=NC1)NC1=CC=CC=C1)C=1N=C(OC1)C(=O)OCC ethyl 4-(5-methyl-2-(phenylamino)pyrimidin-4-yl)oxazole-2-carboxylate